FC1=CC=C2C(=C1)OC(C1=C2NC2=C(C=C(C=C12)F)F)C1=NN=C(O1)O 5-(3,8,10-trifluoro-6,11-dihydrochromeno[4,3-b]indol-6-yl)-1,3,4-oxadiazol-2-ol